8-chloro-N-(cyclopropylmethyl)-N-(3-((1-methylcyclopropyl)ethynyl)phenyl)-[1,2,4]triazolo[4,3-a]quinazolin-5-amine ClC1=CC=C2C(=NC=3N(C2=C1)C=NN3)N(C3=CC(=CC=C3)C#CC3(CC3)C)CC3CC3